tert-butyl (2-chloro-6-(isoindoline-2-carbonyl)pyridin-4-yl)carbamate ClC1=NC(=CC(=C1)NC(OC(C)(C)C)=O)C(=O)N1CC2=CC=CC=C2C1